cyclobutylcarboxamide C1(CCC1)C(=O)N